N-(2-aminophenyl)-6-((6-(5-((2,4-difluorophenyl)sulfonylamino)-6-methoxypyridin-3-yl)-4-methylquinazolin-8-yl)oxy)hexanamide NC1=C(C=CC=C1)NC(CCCCCOC=1C=C(C=C2C(=NC=NC12)C)C=1C=NC(=C(C1)NS(=O)(=O)C1=C(C=C(C=C1)F)F)OC)=O